3-(4-(Hydroxymethyl)pyridin-2-yl)piperidine-2,6-dione OCC1=CC(=NC=C1)C1C(NC(CC1)=O)=O